Undecyl (R)-3-(2,4-dihydroxy-3,3-dimethylbutanamido)propanoate [Undecyl (R)-3-(2,4-dihydroxy-3,3-dimethylbutanamido) propanoate] C(CCCCCCCCCC)[C@@H](C(=O)O)CNC(C(C(CO)(C)C)O)=O.O[C@@H](C(=O)NCCC(=O)OCCCCCCCCCCC)C(CO)(C)C